CN1CC(CC1)NC(C(=O)N1CCN(C2=CC=CC=C12)C1=CC=CC=C1)C 2-((1-methylpyrrolidin-3-yl)amino)-1-(4-phenyl-3,4-dihydroquinoxaline-1(2H)-yl)propan-1-one